Cl.NCC1=CN=C(O1)OC1=CC2=C(C(=NO2)NS(=O)(=O)C2=C(C=CC(=C2)CC)OC)C(=C1)OC N-(6-((5-(aminomethyl)oxazol-2-yl)oxy)-4-methoxybenzo[d]isoxazol-3-yl)-5-ethyl-2-methoxybenzenesulfonamide hydrochloride